4'-AMINO-3'-FLUORO[1,1'-BIPHENYL]-3-CARBALDEHYDE NC1=C(C=C(C=C1)C1=CC(=CC=C1)C=O)F